C(C)(C)(C)OC(=O)NCC1(OC2=C(C1)C(=CC=C2[C@@H](C)NC2=NC=1N(C=C2)N=CC1C(=O)OCC)F)C ethyl 5-(((1R)-1-(2-(((tert-butoxycarbonyl)amino)methyl)-4-fluoro-2-methyl-2,3-dihydrobenzofuran-7-yl)ethyl)amino)pyrazolo[1,5-a]pyrimidine-3-carboxylate